ClC1=CC(=NC(=N1)N1CCOCC1)N[C@@H](CO)C (R)-2-((6-chloro-2-morpholinylpyrimidin-4-yl)amino)propan-1-ol